COC(=O)[C@]1(C(C2=CC=C(C=C2C1)Cl)=O)O (S)-5-chloro-2-hydroxy-1-oxo-2,3-dihydro-1H-indene-2-carboxylic acid methyl ester